2-methyl-N-(1-(4-(trifluoro-methyl)benzyl)-1H-indazol-3-yl)furan-3-carboxamide CC=1OC=CC1C(=O)NC1=NN(C2=CC=CC=C12)CC1=CC=C(C=C1)C(F)(F)F